C(C=C)C1CCN(CC1)C1=C(C(=O)NC2=NC(=NC(=C2)OC)N2CC(C(CC2)(F)F)\C=C\C2=CC=CC=C2)C=CC(=C1)Br (E)-2-(4-allylpiperidin-1-yl)-4-bromo-N-(2-(4,4-difluoro-3-phenylvinylpiperidin-1-yl)-6-methoxypyrimidin-4-yl)benzamide